tert-butyl (4-(4-amino-1-(2-(4-(dimethylamino)piperidin-1-yl) ethyl)-1H-pyrazolo[3,4-d]pyrimidin-3-yl)-2-methoxyphenyl)carbamate NC1=C2C(=NC=N1)N(N=C2C2=CC(=C(C=C2)NC(OC(C)(C)C)=O)OC)CCN2CCC(CC2)N(C)C